FC1=C(C=CC=C1C(F)(F)F)C1=CC(=CC=C1)[C@@H]1NOCC1 (R)-3-(2'-fluoro-3'-(trifluoromethyl)-[1,1'-biphenyl]-3-yl)isoxazolidine